2-methyl-5-(3-methyl-1,2,4-oxadiazol-5-yl)aniline CC1=C(N)C=C(C=C1)C1=NC(=NO1)C